COC1=C(CNC2=CC=C3C(=N2)N(NC3)C(C)C)C=CC(=C1)OC 6-((2,4-dimethoxybenzyl)amino)-1-isopropyl-1,2-dihydro-3H-pyrazolo[3,4-b]pyridine